Cl.C(C)C12CC3(CC(CC(C1)C3)C2)N 3-ethyladamantylamine hydrochloride